N-[(1S,3R,4R)-rel-7-[3-(4-cyano-3-fluoro-phenyl)-4-[2-fluoro-4-(2-methoxyethyl)phenyl]benzoyl]-7-azabicyclo[2.2.1]hept-3-yl]-2-nitrobenzenesulfonamide C(#N)C1=C(C=C(C=C1)C=1C=C(C(=O)N2[C@@H]3C[C@H]([C@H]2CC3)NS(=O)(=O)C3=C(C=CC=C3)[N+](=O)[O-])C=CC1C1=C(C=C(C=C1)CCOC)F)F |o1:14,16,17|